3-((3R)-7-chloro-3-cyclohexyl-2-methyl-1,1-dioxido-5-phenyl-2,3,4,5-tetrahydrobenzo[f][1,2,5]thiadiazepin-8-yl)-2,4-dimethylbenzoic acid ClC=1C(=CC2=C(N(C[C@H](N(S2(=O)=O)C)C2CCCCC2)C2=CC=CC=C2)C1)C=1C(=C(C(=O)O)C=CC1C)C